CC1(OB(OC1(C)C)C1=CC(=NC=C1)C(C)=O)C 1-(4-(4,4,5,5-tetramethyl-1,3,2-dioxaborolan-2-yl)pyridin-2-yl)ethan-1-one